N1=C(C=CC=C1)NC1=CC=CC(=N1)S(=O)(=O)NC(=O)C=1C(=NC=CC1)N1C(CC(C1)C)(C)C N-[[6-(2-Pyridylamino)-2-pyridyl]sulfonyl]-2-(2,2,4-trimethylpyrrolidin-1-yl)pyridin-3-carboxamid